ClC=1SC2=C(N1)C=CC=C2 2-chlorobenzo[D]thiazole